CN(C(=O)C1=NNC2=C1CN(CC2)C(=O)OC(C)(C)C)C2(CC2)C2=NC=C(C=N2)C(=O)O 2-(l-N-methyl-5-[(tert-butoxy)carbonyl]-1H,4H,5H,6H,7H-pyrazolo[4,3-c]pyridine-3-amidocyclopropyl)pyrimidine-5-carboxylic acid